methyl (S)-1-(bis(4-fluorophenyl) methyl)-4-(6-cyano-1-methyl-2-oxo-1,2-dihydro-1,5-naphthyridin-4-yl)piperazine-2-carboxylate FC1=CC=C(C=C1)C(N1[C@@H](CN(CC1)C1=CC(N(C2=CC=C(N=C12)C#N)C)=O)C(=O)OC)C1=CC=C(C=C1)F